morpholine-2,2,3,3,5,5,6,6-d8 [2H]C1(C(OC(C(N1)([2H])[2H])([2H])[2H])([2H])[2H])[2H]